NC=1C(NC2=C3C(=C(C=C2C1C1=C2C=NNC2=C(C=C1)F)C1CC1)C=CC(=C3)Cl)=O 3-amino-9-chloro-6-cyclopropyl-4-(7-fluoro-1H-indazol-4-yl)-1H-benzo[h]quinolin-2-one